6-(7,8-dimethyl-[1,2,4]triazolo[4,3-b]pyridazin-6-yl)-3-[1-(4-piperidyl)pyrazol-4-yl]-7,8-dihydro-5H-1,6-naphthyridine CC1=C(C=2N(N=C1N1CC=3C=C(C=NC3CC1)C=1C=NN(C1)C1CCNCC1)C=NN2)C